(R)-N-((R)-2-(difluoromethoxy)-1-(3-(difluoromethoxy)phenyl)ethyl)-3-hydroxy-4,4-dimethylvaleramide FC(OC[C@@H](C1=CC(=CC=C1)OC(F)F)NC(C[C@H](C(C)(C)C)O)=O)F